C(C)(C)(C)OC(NC1=C(C(=C(C=C1)Br)F)N)=O N-(2-amino-4-bromo-3-fluorophenyl)carbamic acid tert-butyl ester